The molecule is a bile acid found in the bile of bears (Ursidae) as a conjugate with taurine. Used therapeutically, it prevents the synthesis and absorption of cholesterol and can lead to the dissolution of gallstones. It has a role as a human metabolite and a mouse metabolite. It is a bile acid, a dihydroxy-5beta-cholanic acid and a C24-steroid. It is a conjugate acid of an ursodeoxycholate. C[C@H](CCC(=O)O)[C@H]1CC[C@@H]2[C@@]1(CC[C@H]3[C@H]2[C@H](C[C@H]4[C@@]3(CC[C@H](C4)O)C)O)C